CC1=C2N(C=3C=CC=CC13)C(C=C2C=2C1=CC=CC=C1C=1C=CC=CC1C2)(O)C(F)(F)F 9-Methyl-1-(phenanthren-9-yl)-3-(trifluoromethyl)-3H-pyrrolo[1,2-a]indol-3-ol